N=1N=CN(C1)C1=CC(=C2C=NNC2=C1)NCCCNC(CCNCC1=CC(=C(C=C1)OC1CCC1)C#N)=O N-(3-((6-(4H-1,2,4-triazol-4-yl)-1H-indazol-4-yl)amino)propyl)-3-((3-cyano-4-cyclobutoxybenzyl)amino)propanamide